tert-butyl 3-(5-(((tert-butyldimethylsilyl)oxy)methyl)-6-methoxypyridin-3-yl)-4-oxopiperidine-1-carboxylate [Si](C)(C)(C(C)(C)C)OCC=1C=C(C=NC1OC)C1CN(CCC1=O)C(=O)OC(C)(C)C